C1=CC=CC=2C3=CC=CC=C3C(C12)COC(=O)N[C@@H](CC1=CN(C2=CC=CC=C12)C(=O)OC(C)(C)C)C(=O)O Nα-(((9H-fluoren-9-yl)methoxy)carbonyl)-1-(tert-butoxycarbonyl)-L-tryptophan